methyl 4-(4-(6-aminohexanoyl)piperazin-1-yl)-2-(3-aminoprop-1-yn-1-yl)benzoate NCCCCCC(=O)N1CCN(CC1)C1=CC(=C(C(=O)OC)C=C1)C#CCN